C(C1=CC=CC=C1)OCC1=NN(C(N1CC)=O)C=1C=C2C(CN(C(C2=CC1F)=O)C1=C(C=CC(=C1)C)F)C(=C)C 6-(3-((benzyloxy)methyl)-4-ethyl-5-oxo-4,5-dihydro-1H-1,2,4-triazol-1-yl)-7-fluoro-2-(2-fluoro-5-methylphenyl)-4-(prop-1-en-2-yl)-3,4-dihydroisoquinolin-1(2H)-one